N-(2-aminobenzoyl)tryptamine NC1=C(C(=O)NCCC2=CNC3=CC=CC=C23)C=CC=C1